CN(C(CN(C(CNC(\C=C\C1=CC=C(C=C1)C(F)(F)F)=O)=O)CCOC)=O)C (E)-N-[2-[[2-(dimethylamino)-2-oxoethyl]-(2-methoxyethyl)amino]-2-oxoethyl]-3-[4-(trifluoromethyl)phenyl]prop-2-enamide